C(C1=CC=CC=C1)ON=C1/C(/CC2=C(C=CC=C12)O)=C/C1=CC=C(C=C1)F ((E)-4-fluorobenzylidene)-4-hydroxy-2,3-dihydro-1H-inden-1-one-O-benzyl oxime